Normal octane CCCCCCCC